C(C)OC(=O)C1=CC2=C(N=C(N2)CC2CCNCC2)C=C1 2-(4-piperidinylmethyl)benzimidazole-5-carboxylic acid ethyl ester